1-(5-(3-(trifluoromethoxy)benzyl)octahydro-pyrrolo[3,4-c]pyrrole-2-carbonyl)-1H-pyrazole-3-carboxylic acid FC(OC=1C=C(CN2CC3C(C2)CN(C3)C(=O)N3N=C(C=C3)C(=O)O)C=CC1)(F)F